C(C)OC1=C(N=CC(=N1)C(=O)N(C)C)NC1=NNC2=CC(=CC=C12)[C@@H]1C[C@@]12C(NC1=CC=C(C=C21)OC)=O 6-ethoxy-5-({6-[(1r,2s)-5'-methoxy-2'-oxo-1',2'-dihydrospiro[cyclopropan-1,3'-indol]-2-yl]-1H-indazol-3-yl}amino)-N,N-dimethylpyrazine-2-carboxamide